OC(CN(CC(CCCCCC)O)CCCCCCOC(C1=CC=CC=C1)(C1=CC=CC=C1)C1=CC=CC=C1)CCCCCC 1-[(2-hydroxyoctyl)[6-(triphenylmethoxy)hexyl]amino]octan-2-ol